N-((1-(4-(trifluoromethyl)-phenyl)-1,2,3,4-tetrahydroquinolin-3-yl)methyl)propionamide FC(C1=CC=C(C=C1)N1CC(CC2=CC=CC=C12)CNC(CC)=O)(F)F